tert-butyl [2-({4-[({5-[(3-chloro-2-methoxyphenyl)carbamothioyl]-6-oxo-1,2,3,6-tetrahydropyridin-4-yl}amino)methyl]pyridin-3-yl}oxy)ethyl]methylcarbamate ClC=1C(=C(C=CC1)NC(=S)C1=C(CCNC1=O)NCC1=C(C=NC=C1)OCCN(C(OC(C)(C)C)=O)C)OC